trans-N-(4-(1,3-dimethyl-1H-pyrazol-4-yl)-1-methylpyrrolidin-3-yl)-2,2-dimethyl-3-((3-methylpyridin-2-yl)oxy)propanamide CN1N=C(C(=C1)[C@H]1[C@@H](CN(C1)C)NC(C(COC1=NC=CC=C1C)(C)C)=O)C